1-(2-fluorophenyl)-N-(2-(propylsulfonyl)benzo[d]thiazol-6-yl)methanesulfonamide FC1=C(C=CC=C1)CS(=O)(=O)NC1=CC2=C(N=C(S2)S(=O)(=O)CCC)C=C1